1-(4-bromo-2-methoxy-5-methylphenyl)butan-2-amine BrC1=CC(=C(C=C1C)CC(CC)N)OC